ClC=1C=CC(=C(C1)C1=CC(=C(N=N1)OCCCS(=O)C)NC1=CC(=NC=C1)NC(OC(C)(C)C)=O)F tert-butyl N-(4-{[6-(5-chloro-2-fluorophenyl)-3-(3-methanesulfinylpropoxy) pyridazin-4-yl]amino}pyridin-2-yl)carbamate